C(C)(C)(C)OC(=O)N1[C@@H](C[C@H](C1)N)CN1N=NC=C1 (2s,4r)-2-((1H-1,2,3-triazol-1-yl)methyl)-4-aminopyrrolidine-1-carboxylic acid tert-butyl ester